ClC=1C=C(C=CC1Cl)CNC=1C=CC=2N(N1)C(=CN2)C2=CC=C(C(=O)O)C=C2 4-[6-[(3,4-dichlorophenyl)methylamino]imidazo[1,2-b]pyridazin-3-yl]benzoic acid